FC=1C=CC=C(C#N)C1 5-fluorobenzonitrile